4-(3-methyl-1H-pyrrolo[2,3-b]pyridin-4-yl)-N-(phenyl((S)-pyrrolidin-2-yl)methyl)-3,4-dihydro-2H-1,4-thiazine-6-carboxamide hydrochloride Cl.CC1=CNC2=NC=CC(=C21)N2CCSC(=C2)C(=O)NC([C@H]2NCCC2)C2=CC=CC=C2